N1C=NC=C1CCC(=O)O 3-(imidazol-5-yl)propionic acid